3-(sec-butyl)-7-fluoro-N-methyl-2-oxo-1,2,3,5-tetrahydro-4H-benzo[1,4]diazepine-4-carboxamide C(C)(CC)C1C(NC2=C(CN1C(=O)NC)C=C(C=C2)F)=O